2-amino-3-hydroxy-N,2-dimethylpropionamide NC(C(=O)NC)(CO)C